Cl.C(C(C)C)C1=CC(=C(C#N)C=C1)CN1CCNCC1 4-isobutyl-2-(piperazin-1-ylmethyl)benzonitrile hydrochloride